rac-tert-butyl-(((1r,3s)-2,2-difluoro-3-vinylcyclopropyl)methoxy)dimethylsilane C(C)(C)(C)[Si](C)(C)OC[C@@H]1C([C@H]1C=C)(F)F |r|